7-bromo-9-methyl-5-(piperidin-1-yl)imidazo[1,2-c]quinazoline-2-carboxamide BrC1=CC(=CC=2C=3N(C(=NC12)N1CCCCC1)C=C(N3)C(=O)N)C